ClC1=CC=C(C(=O)N(C)C2=NN(C=N2)C2=CC=C(C=C2)Cl)C=C1 4-chloro-N-(1-(4-chlorophenyl)-1H-1,2,4-triazol-3-yl)-N-methylbenzamide